(R)-1-(2-chlorophenyl)ethyl (5-(5-(2,2-difluoro-3-(5-thioxo-4,5-dihydro-1,2,4-oxadiazol-3-yl)cyclopropane-1-carboxamido)-6-methyl-pyridin-2-yl)-3-methylisoxazol-4-yl)carbamate FC1(C(C1C1=NOC(N1)=S)C(=O)NC=1C=CC(=NC1C)C1=C(C(=NO1)C)NC(O[C@H](C)C1=C(C=CC=C1)Cl)=O)F